FC1=CC=C(C=C1)NC(=O)C1(CC1)C(=O)NC1=CC=C(OC2=CC=NC3=CC(=CC=C23)NC(OC)=O)C=C1 methyl N-[4-[4-[[1-[(4-fluorophenyl)carbamoyl]-cyclopropanecarbonyl]-amino]phenoxy]quinolin-7-yl]carbamate